ClC=1C=C(C=CC1C1C(N(C(CC1)=O)COCC[Si](C)(C)C)=O)N1CC(C1)NC(OC(C)(C)C)=O tert-butyl (1-(3-chloro-4-(2,6-dioxo-1-((2-(trimethylsilyl)ethoxy)methyl)piperidin-3-yl) phenyl)azetidin-3-yl)carbamate